5-methoxy-3-((6'-methyl-1-(oxetan-3-yl)-6',7'-dihydrospiro[piperidine-4,5'-pyrrolo[3,4-b]pyridin]-2'-yl)amino)-6-(1-methyl-1H-benzo[d]imidazol-4-yl)picolinonitrile COC=1C=C(C(=NC1C1=CC=CC=2N(C=NC21)C)C#N)NC2=CC=C1C(=N2)CN(C12CCN(CC2)C2COC2)C